FC1=C(C=C(C=C1)C)CCC(=O)O 3-(2-fluoro-5-methylphenyl)propanoic acid